C(C(=C)CC(=O)O)(=O)O.C(C(=C)C)(=O)O methacrylic acid, itaconic acid salt